[6-[1-[2-(aminomethyl)-3,3-difluoro-allyl]-5-oxo-1,2,4-triazol-4-yl]-5-fluoro-3-pyridinyl]-8-methyl-3,4-dihydro-1H-quinolin-2-one trifluoroacetate FC(C(=O)O)(F)F.NCC(CN1N=CN(C1=O)C1=C(C=C(C=N1)N1C(CCC2=CC=CC(=C12)C)=O)F)=C(F)F